NC=1NC(C=2N(C(N(C2N1)[C@@H]1O[C@@H](C[C@H]1O)CO)=O)CCC#N)=O 3-(2-amino-9-((2R,3R,5S)-3-hydroxy-5-(hydroxymethyl)tetrahydrofuran-2-yl)-6,8-dioxo-1,6,8,9-tetrahydro-7H-purin-7-yl)propionitrile